(2Z,5Z)-5-((1H-indol-5-yl)methylene)-3-(4-methoxyphenyl)-2-(phenylimino)thiazolidin-4-one N1C=CC2=CC(=CC=C12)\C=C/1\C(N(/C(/S1)=N/C1=CC=CC=C1)C1=CC=C(C=C1)OC)=O